tertbutyl 9-benzyl-3-thia-7,9-diazabicyclo[3.3.1]nonane-7-carboxylate C(C1=CC=CC=C1)N1C2CSCC1CN(C2)C(=O)OC(C)(C)C